C1(CCCC1)C=1C=C(C=CC1)B1OC(C(O1)(C)C)(C)C 2-(3-cyclopentylphenyl)-4,4,5,5-tetramethyl-1,3,2-dioxaborolane